methyl (2S,4R)-1-(3,3-difluoro-1-methyl-cyclobutanecarbonyl)-4-fluoro-pyrrolidine-2-carboxylate FC1(CC(C1)(C(=O)N1[C@@H](C[C@H](C1)F)C(=O)OC)C)F